BrCCC(CCCC(C)C)C 1-bromo-3,7-dimethyloctane